3,4'-Dimethyl-1-phenyl-1'H-spiro[pyrazole-4,2'-quinolin]-5(1H)-one CC1=NN(C(C12NC1=CC=CC=C1C(=C2)C)=O)C2=CC=CC=C2